CC1(N(C(N(C1=O)C1=CC(=C(C#N)C=C1)S(F)(F)(F)(F)F)=S)[C@@H]1CC[C@H](CC1)OCCOC1OCCCC1)C 4-(4,4-dimethyl-5-oxo-3-(trans-4-(2-((tetrahydro-2H-pyran-2-yl)oxy)ethoxy)cyclohexyl)-2-thioxoimidazolidin-1-yl)-2-(pentafluoro-λ6-sulfaneyl)benzonitrile